CN(CCOC1=C(COC=2C=CC3=C(C(=C(O3)C)C(=O)NC3CCN(CC3)C)C2)C=CC=C1)C 5-((2-(2-(dimethylamino)ethoxy)benzyl)oxy)-2-methyl-N-(1-methylpiperidin-4-yl)benzofuran-3-carboxamide